C(C1=CC=CC=C1)(=O)OCC1CC=CC(C1O[Si](C)(C)C(C)(C)C)OCC1=CC=C(C=C1)OC (6-((tert-butyldimethylsilyl)oxy)-5-((4-methoxybenzyl)oxy)cyclohex-3-en-1-yl)methyl benzoate